2-amino-6-borono-2-(2-((S)-pyrrolidin-2-yl)ethyl)hexanoic acid NC(C(=O)O)(CCCCB(O)O)CC[C@H]1NCCC1